FC1=C(C(=CC=C1)O)C1=C2C(=C3C(=NC=NC3=C1)N1C[C@@H](NCC1)CC#N)OCCC2 2-((2S)-4-(5-(2-fluoro-6-hydroxyphenyl)-3,4-dihydro-2H-pyrano[2,3-f]quinazolin-10-yl)piperazin-2-yl)acetonitrile